O1CC[C@@H](C2=CC=CC=C12)NC(=O)C1=CC2=C(N=C(S2)C=2C=NC=C(C2)C(F)F)C=C1 (S)-N-(chroman-4-yl)-2-(5-(difluoromethyl)-pyridin-3-yl)benzo[d]-thiazole-6-carboxamide